2-amino-8-[trans-4-(2-hydroxyethoxy)cyclohexyl]-6-(6-methoxy-3-pyridyl)-4-methylpyrido[2,3-d]Pyrimidin-7(8H)-one NC=1N=C(C2=C(N1)N(C(C(=C2)C=2C=NC(=CC2)OC)=O)[C@@H]2CC[C@H](CC2)OCCO)C